P(=O)(O)(O)O.C(C(=C)C)(=O)OCCO 2-hydroxyethyl methacrylate dihydrogen phosphate